benzyl N2-((benzyloxy)carbonyl)-N4-(1-((2R,3S,4S,5R)-3,4-dihydroxy-5-(hydroxymethyl)tetrahydrofuran-2-yl)-2-oxo-1,2-dihydropyrimidin-4-yl)-L-asparaginate C(C1=CC=CC=C1)OC(=O)N[C@@H](CC(NC1=NC(N(C=C1)[C@@H]1O[C@@H]([C@H]([C@@H]1O)O)CO)=O)=O)C(=O)OCC1=CC=CC=C1